C(C)SC=1OC2=C(C=C(C=C2C(C1)=O)C)[C@@H](C)NC(OC(C)(C)C)=O tert-Butyl N-[(1R)-1-(2-ethylsulfanyl-6-methyl-4-oxo-chromen-8-yl)ethyl]carbamate